C1(CCC1)CC=1CCCC2=C(C1C1=CC=C(C=C1)CC1CN(C1)CCCF)C=CC=C2 8-(Cyclobutylmethyl)-9-(4-((1-(3-fluoropropyl)azetidin-3-yl)methyl)phenyl)-6,7-dihydro-5H-benzo[7]annulen